methyl 2-(1-(5-iodopyrimidin-2-yl)-1,2,3,6-tetrahydropyridin-4-yl)acetate IC=1C=NC(=NC1)N1CCC(=CC1)CC(=O)OC